C(C)C=1C(=CC=C2C=C(C=C(C12)C1=C(C=2N=C(N=C(C2C=N1)N1CCC(CCCC1)C(=O)O)OC[C@]12CCCN2C[C@@H](C1)F)F)O)F 1-(7-(8-ethyl-7-fluoro-3-hydroxynaphthalen-1-yl)-8-fluoro-2-(((2R,7aS)-2-fluorotetrahydro-1H-pyrrolizin-7a(5H)-yl)methoxy)pyrido[4,3-d]pyrimidin-4-yl)azocane-4-carboxylic acid